(6aR,7R,10aS)-4-(2-fluorophenyl)-2-(isoquinolin-1-yl)-7,10a-dimethyl-8-oxo-5,6,6a,7,8,10a-hexahydrobenzo[h]quinazoline-9-carbonitrile FC1=C(C=CC=C1)C1=NC(=NC=2[C@]3([C@H](CCC12)[C@H](C(C(=C3)C#N)=O)C)C)C3=NC=CC1=CC=CC=C31